FC(C1=CC=C(C2=C1SCS2)C(=O)OC)(F)F methyl 7-(trifluoromethyl)-1,3-benzodithiolane-4-carboxylate